dimethyl ((2,6-dihydroxy-5'-methyl-4-propyl-1',2',3',4'-tetrahydro-[1,1'-biphenyl]-3,5-diyl)bis(methylene))bis(methylcarbamate) OC1=C(C(=C(C(=C1CN(C(OC)=O)C)CCC)CN(C(OC)=O)C)O)C1CCCC(=C1)C